O=C1OC2=CC=CC=C2C(=C1C=O)NCCC 2-OXO-4-(PROPYLAMINO)-2H-CHROMENE-3-CARBALDEHYDE